COC=1C=C(C=CC1OC)S(=O)(=O)NC=1C=CC2=C(N(C(N2C)=O)C)C1 6-((3,4-dimethoxyphenyl)sulfonamido)-1,3-dimethyl-2-oxo-2,3-dihydro-1H-benzo[d]imidazol